ClC1=C2C=C(NC2=C(C(=C1)C=1CN(CCC1)C([C@@H](CN1N=NC=C1)C)=O)F)C(=O)N(C)C (R)-4-chloro-7-fluoro-N,N-dimethyl-6-(1-(2-methyl-3-(1H-1,2,3-triazol-1-yl)propanoyl)-1,2,5,6-tetrahydropyridin-3-yl)-1H-indole-2-carboxamide